2-(2-oxo-1-(1-(4-(propan-2-ylidene)cyclohexyl)piperidin-4-yl)indolin-3-yl)acetamide O=C1N(C2=CC=CC=C2C1CC(=O)N)C1CCN(CC1)C1CCC(CC1)=C(C)C